CNN=NC1=C(N=CN1)C(=O)N 5-(3-methyltriazene-1-yl)imidazole-4-formamide